FC(C1(CC1)C1=CC=2C(N=C3N(C2C=N1)CCC3)=S)F 3-(1-(difluoromethyl)cyclopropyl)-8,9-dihydropyrido[4,3-e]pyrrolo[1,2-a]pyrimidine-5(7H)-thione